C[C@]12[C@H](CC[C@@H]([C@@]1(C(=O)C3=C(C=C(C=C3O2)CO)O)O)O)O The molecule is a member of the class of xanthones that is 1,2,3,4,4a,9a-hexahydro-9H-xanthen-9-one substituted by hydroxy groups at positions 1, 4, 8 and 9a, a hydroxymethyl group at position 6 and a methyl group at position 4a. Isolated from the endophytic fungus Microdiplodia species, it exhibits antibacterial activity. It has a role as a metabolite and an antibacterial agent. It is a member of xanthones, a member of phenols, a member of benzyl alcohols, a secondary alcohol, a tertiary alcohol and a tertiary alpha-hydroxy ketone.